C1(=CC=CC=C1)[Bi](C1=NC=CC=C1)(C1=NC=CC=C1)(Cl)Cl Phenyl(bispyridyl)bismuth dichloride